(R)-4-(t-Butoxycarbonyl)piperazine-2-carboxylic acid C(C)(C)(C)OC(=O)N1C[C@@H](NCC1)C(=O)O